C(C)C(C(=O)[O-])(CCCC)CC 2-ethyl-2-ethylhexanoate